FC1=C(C=CC=C1F)C1=C(N=C(C=2N1N=CC2)N2CCC1(CC2)[C@@H](C=2C(=NC(=CC2)OC)C1)N[S@](=O)C(C)(C)C)C (R)-N-[(5S)-1'-[7-(2,3-difluorophenyl)-6-methyl-pyrazolo[1,5-a]pyrazin-4-yl]-2-methoxy-spiro[5,7-dihydrocyclopenta[b]pyridine-6,4'-piperidine]-5-yl]-2-methyl-propane-2-sulfinamide